bismuth bromide cesium [Cs].[Bi](Br)(Br)Br